2-(2-chlorophenyl)-N-(1-(2-hydroxyethyl)-7-sulfamoyl-1H-indazol-5-yl)acetamide ClC1=C(C=CC=C1)CC(=O)NC=1C=C2C=NN(C2=C(C1)S(N)(=O)=O)CCO